N,N-diisopropylethylamine pyrophosphate OP(O)(=O)OP(=O)(O)O.C(C)(C)N(C(C)C)CC